C(C)(C)C1=NC2=C(C(N(CC23CC3)CC(=O)NC3=NC=CC=N3)=O)N1C 2-(2'-Isopropyl-3'-methyl-4'-oxo-3',4'-dihydrospiro[cyclopropane-1,7'-imidazo[4,5-c]pyridin]-5'(6'H)-yl)-N-(pyrimidin-2-yl)acetamide